2-(amino)ethanol NCCO